C(C1=CC=CC=C1)OC1=C(C(=C(C(=O)OC)C(=C1C)C=C)C)C methyl 4-(benzyloxy)-2,3,5-trimethyl-6-vinylbenzoate